C(C)(C)[S@](=O)(=N)C1=CC=C(NC=2C(=NC(=C(N2)NC)C=2C3=C(C=NC2)N(C=N3)C)C(=O)N)C=C1 |o1:3| rel-(R)-3-[4-(Isopropylsulfonimidoyl)anilino]-5-(methylamino)-6-(3-methylimidazo[4,5-c]pyridin-7-yl)pyrazin-2-carboxamid